C(C)(C)(C)N1CCN(CC1)CC1=CC(=C(C=C1)C=1C=C2C(=CC=NC2=CC1)NC=1C=CC2=C(N=CS2)C1)F N-(6-(4-((4-(tert-butyl)piperazin-1-yl)methyl)-2-fluorophenyl)quinolin-4-yl)benzo[d]thiazol-5-amine